2-((2S)-5-(hydroxymethyl)-1,4-dioxan-2-yl)acetic acid methyl ester COC(C[C@@H]1OCC(OC1)CO)=O